N-(2-hydroxyethyl)-1-methyl-1H-pyrazole-5-carboxamide OCCNC(=O)C1=CC=NN1C